COCCN1N=CC(=C1)NC=1SC=C(N1)C1=CC=C(C=C1)N1C(NCC1)=O 1-(4-(2-((1-(2-methoxyethyl)-1H-pyrazol-4-yl)amino)thiazol-4-yl)phenyl)imidazolidin-2-one